CS(=O)(=O)OCC1CCOCC1 (tetrahydro-2H-pyran-4-yl)methyl methanesulfonate